ClC1=NN2C(C3=CC=C(C=C13)Cl)=NN=N2 6,8-dichlorotetrazolo[5,1-a]phthalazine